FC1=CC=C(C=C1)N1CCN(CC1)CC[C@@H]1NC(C2(C1)CCN(CC2)C(=O)OC)=O methyl (R)-3-(2-(4-(4-fluorophenyl) piperazin-1-yl) ethyl)-1-oxo-2,8-diazaspiro[4.5]decane-8-carboxylate